NC1=C(C(=NC(=N1)C1CC1)N1CCS(CC1)(=O)=O)Cl (6-amino-5-chloro-2-cyclopropylpyrimidin-4-yl)-1lambda6-thiomorpholine-1,1-dione